NC1=C2C(=NC=N1)N(N=C2C2=CC=C(C=C2)OC2=CC=CC=C2)C2CCN(CC2)C2CCN(CC2)C(=O)N2CCC(CC2)N2CCC(CC2)C=2C=C1CN(C(C1=CC2)=O)C2C(NC(CC2)=O)=O 3-(5-(1'-(4-(4-amino-3-(4-phenoxyphenyl)-1H-pyrazolo[3,4-d]pyrimidin-1-yl)-[1,4'-bipiperidine]-1'-carbonyl)-[1,4'-bipiperidin]-4-yl)-1-oxoisoindolin-2-yl)piperidine-2,6-dione